CC1=CC2=C(NC(=N2)C2=NNC=C2NC=2C3=C(N=CN2)SC=C3)C=C1C N-(3-(5,6-dimethyl-1H-benzo[d]imidazol-2-yl)-1H-pyrazol-4-yl)thieno[2,3-d]pyrimidin-4-amine